di(hexylphenyl) carbonate C(OC1=C(C=CC=C1)CCCCCC)(OC1=C(C=CC=C1)CCCCCC)=O